N-(7-cyano-5-fluoro-1-(1-methylcyclobutyl)-1H-benzo[d]imidazol-2-yl)-3-hydroxy-3-phenylbutanamide C(#N)C1=CC(=CC2=C1N(C(=N2)NC(CC(C)(C2=CC=CC=C2)O)=O)C2(CCC2)C)F